BrC=1C=C2C(=NC1)NCO2 6-bromo-3H-oxazolo[4,5-b]pyridine